Zirconium ammonium carbonate Fluorine [F].C([O-])([O-])=O.[NH4+].[Zr+]